C(C1=CC=CC=C1)(C1=CC=CC=C1)C1=C(N)C(=CC(=C1)Cl)C 2-benzhydryl-4-chloro-6-methylaniline